C1(=CC=CC=C1)C1OCCC(C1)C=O Phenyl-4-tetrahydropyranmethanone